COC1CCC(CC1)NC(=O)C1=NC(=NC(=C1)C)C1=CN=CN1C N-((1r,4r)-4-methoxycyclohexyl)-6-methyl-2-(1-methyl-1H-imidazol-5-yl)pyrimidine-4-carboxamide